N-methyl-N-butyl-toluidine CN(C=1C(=CC=CC1)C)CCCC